ClC1=CC2=C(N=CN(C2=O)CC2(CCN(CC2)C(C2=CC=C(C=C2)F)=O)O)N1C1=CC=C(C=C1)[C@@H]1COC(CN1C(=O)OC(C)(C)C)(C)C tert-Butyl (R)-5-(4-(6-chloro-3-((1-(4-fluorobenzoyl)-4-hydroxypiperidin-4-yl)methyl)-4-oxo-3,4-dihydro-7H-pyrrolo[2,3-d]pyrimidin-7-yl)phenyl)-2,2-dimethylmorpholine-4-carboxylate